2-(2-aminoethyl)-1'-((1s,4s)-4-isopropylcyclohexyl)-3-oxo-2,3-dihydro-1H-spiro[isoquinoline-4,4'-piperidine]-7-carbonitrile NCCN1CC2=CC(=CC=C2C2(CCN(CC2)C2CCC(CC2)C(C)C)C1=O)C#N